BrC1=CC(=C(C(=N1)NC(=O)[C@H]1N([C@@H]2C[C@@]2(C1)C)C(=O)OC(C)(C)C)C(F)F)C tert-Butyl (1R,3S,5R)-3-((6-bromo-3-(difluoromethyl)-4-methylpyridin-2-yl)carbamoyl)-5-methyl-2-azabicyclo[3.1.0]hexane-2-carboxylate